COC1=NC=NC(=C1C1=NC=C2NC(N(C2=N1)CC1=CC=C(C=C1)N1N=C(C=C1C)C(F)(F)F)=O)OC 2-(4,6-dimethoxypyrimidin-5-yl)-9-(4-(5-methyl-3-(trifluoromethyl)-1H-pyrazol-1-yl)benzyl)-7,9-dihydro-8H-purin-8-one